water ammonium nitrogen [N+3].[NH4+].O